CC1=C2C(=[N+](C(=C1)NC1=NC=NC(=C1)NC1=NC=C(C=C1)N1CCCCC1)[O-])C1(NC2=O)CCCCC1 4'-methyl-5'-oxo-2'-((6-((5-(piperidin-1-yl)pyridin-2-yl)amino)pyrimidin-4-yl)amino)-5',6'-dihydrospiro[cyclohexane-1,7'-pyrrolo[3,4-b]pyridine] 1'-oxide